8-chloro-6-isopropoxy-3-methyl-[1,2,4]triazolo[3,4-a]phthalazine ClC=1C=C2C(=NN3C(C2=CC1)=NN=C3C)OC(C)C